2-iodo-1,3-dimethoxy-propane IC(COC)COC